1-(3,5-difluorophenyl)-3-methyl-N-[(2-morpholin-4-ylpyridine-4-yl)methyl]-5-oxopyrrolidine-3-carboxamide FC=1C=C(C=C(C1)F)N1CC(CC1=O)(C(=O)NCC1=CC(=NC=C1)N1CCOCC1)C